2-((tert-butyldimethylsilyloxy)methyl)-4-carboxy-5-chloropyridine 1-oxide [Si](C)(C)(C(C)(C)C)OCC1=[N+](C=C(C(=C1)C(=O)O)Cl)[O-]